tert-butyl 4-(((benzyloxy)carbonyl)amino)-3-methyl-2-oxopiperidine-1-carboxylate C(C1=CC=CC=C1)OC(=O)NC1C(C(N(CC1)C(=O)OC(C)(C)C)=O)C